trans-4-((3-(1-Cyclopropyl-1H-pyrazol-4-yl)phenyl) ((trans-4-(4-methoxy-3-methylphenyl)-cyclohexyl)-methyl)carbamoyl)cyclohexyl morpholine-4-carboxylate N1(CCOCC1)C(=O)O[C@@H]1CC[C@H](CC1)C(N(C[C@@H]1CC[C@H](CC1)C1=CC(=C(C=C1)OC)C)C1=CC(=CC=C1)C=1C=NN(C1)C1CC1)=O